BrC1=C2C3(CNC(C2=CC(=C1)CCl)=O)CCC3 5'-bromo-7'-(chloromethyl)-2',3'-dihydro-1'H-spiro[cyclobutane-1,4'-isoquinoline]-1'-one